(4R)-4-[3-[3-[4-(6-Chloro-4-methylsulfonyl-3-pyridyl)phenyl]azetidin-1-yl]-3-oxo-propyl]oxazolidin-2-one ClC1=CC(=C(C=N1)C1=CC=C(C=C1)C1CN(C1)C(CC[C@H]1NC(OC1)=O)=O)S(=O)(=O)C